FC=1C=C(C=CC1OC1=CC=NC2=CC(=C(C=C12)OC)OCCNCC1CC(CCC1)O)NC(=O)C1=C2C(=CN(C1=O)C1=CC=C(C=C1)F)CCO2 N-(3-fluoro-4-((7-(2-(((3-hydroxycyclohexyl)methyl)amino)ethoxy)-6-methoxyquinolin-4-yl)oxy)phenyl)-5-(4-fluorophenyl)-6-oxo-2,3,5,6-tetrahydrofuro[3,2-c]pyridine-7-carboxamide